C(C)(C)OC(=O)N1C[C@@H](CC1)N1N=C(C2=CC(=CC=C12)C1=CC=C2C=CN=C(C2=C1)N)COC1=C(C=CC=C1)CC(=O)OCC (R)-3-(5-(1-aminoisoquinolin-7-yl)-3-((2-(2-ethoxy-2-oxoethyl)phenoxy)methyl)-1H-indazol-1-yl)pyrrolidine-1-carboxylic acid isopropyl ester